C(=C)CCCCCCCCCCCCCCCCCCP(O)=O vinyloctadecylphosphinic acid